C(C)N(C1=CC=C(C=C1)N(CC)CC)CC tetraethyl-1,4-phenylenediamine